ClC=1C=C(C(=NC1)OC1=C(C=C(C=C1)C1=NC=CC(=N1)CC(CC(=O)OCC)=O)F)F ethyl 4-(2-{4-[(5-chloro-3-fluoropyridin-2-yl) oxy]-3-fluorophenyl} pyrimidin-4-yl)-3-oxobutanoate